1-(4-(7-(3-(2,3-dihydrobenzo[b][1,4]dioxin-6-yl)-2-methylphenyl)imidazo[1,2-a]pyridin-3-yl)benzyl)piperidine-2-carboxylic acid O1C2=C(OCC1)C=C(C=C2)C=2C(=C(C=CC2)C2=CC=1N(C=C2)C(=CN1)C1=CC=C(CN2C(CCCC2)C(=O)O)C=C1)C